5-methyl-1-((2,6,6-trimethyltetrahydro-2H-pyran-2-yl)methyl)-1H-pyrazole CC1=CC=NN1CC1(OC(CCC1)(C)C)C